S1C(=NC2=C1C=CC=C2)NC2=CC1=C(N=N2)N(C=C1)C=1SC=C(N1)C(=O)OCC ethyl 2-{3-[(1,3-benzothiazol-2-yl)amino]-7H-pyrrolo[2,3-c]pyridazin-7-yl}-1,3-thiazole-4-carboxylate